tert-Butyl (4S)-2-(((S)-1-(((1H-pyrrolo[3,2-c]pyridin-2-yl)methyl)amino)-1-oxopropan-2-yl)carbamoyl)-4-phenoxypyrrolidine-1-carboxylate N1C(=CC=2C=NC=CC21)CNC([C@H](C)NC(=O)C2N(C[C@H](C2)OC2=CC=CC=C2)C(=O)OC(C)(C)C)=O